NC1=NC=NN2C1=CC=C2[C@@]2(O[C@@H]([C@H]1OC(O[C@H]12)(C)C)CO)C#N (3aR,4R,6R,6aR)-4-(4-aminopyrrolo[2,1-f][1,2,4]triazin-7-yl)-6-(hydroxymethyl)-2,2-dimethyltetrahydrofuro[3,4-d][1,3]dioxole-4-carbonitrile